CC1=C(C(=NO1)C=1C=NC(=CC1)C)COC1=CC=C(N=N1)C(=O)NC1CCOCC1 6-[[5-Methyl-3-(6-methyl-3-pyridinyl)isoxazol-4-yl]methoxy]-N-tetrahydropyran-4-yl-pyridazine-3-carboxamide